1-(5-((5-((1S)-1-amino-6-(methylsulfinyl)-1,3-dihydrospiro[indene-2,4'-piperidin]-1'-yl)pyrazin-2-yl)thio)-2-chlorophenyl)ethan-1-one N[C@@H]1C2=CC(=CC=C2CC12CCN(CC2)C=2N=CC(=NC2)SC=2C=CC(=C(C2)C(C)=O)Cl)S(=O)C